(1-benzyl-5-(3-(trifluoromethyl)phenyl)-1H-imidazol-2-yl)(3-(trifluoromethyl)phenyl)methanone C(C1=CC=CC=C1)N1C(=NC=C1C1=CC(=CC=C1)C(F)(F)F)C(=O)C1=CC(=CC=C1)C(F)(F)F